CITRONELLYLPROPIONAT C(CC(C)CCC=C(C)C)OC(CC)=O